C(C)(C)(C)C1=CC=C(C2=CC=CC=C12)N 4-tertbutyl-1-naphthylamine